1-(3-((4,4-bis(((Z)-oct-5-en-1-yl)oxy)butanoyl)oxy)-2-(((((1-ethylpiperidin-3-yl)methoxy)carbonyl)oxy)methyl)propyl) 8-(3-butylnonyl) octanedioate C(CCCCCCC(=O)OCCC(CCCCCC)CCCC)(=O)OCC(COC(CCC(OCCCC\C=C/CC)OCCCC\C=C/CC)=O)COC(=O)OCC1CN(CCC1)CC